diethylhexyl-Butyryl-Triazinone Benzyl-((S)-((1s,4R)-4-fluorocyclohexyl)(5-((S)-2-methoxy-1-((S)-2-oxo-4-(trifluoromethyl)imidazolidin-1-yl)ethyl)benzo[d]oxazol-2-yl)methyl)carbamate C(C1=CC=CC=C1)N(C(O)=O)[C@H](C=1OC2=C(N1)C=C(C=C2)[C@@H](COC)N2C(N[C@@H](C2)C(F)(F)F)=O)C2CCC(CC2)F.C(C)C(CCC(=O)C=2C(NN=NC2CCCCCC)=O)CC